2-(pyridin-4-yl)-N-(2,4,4-trimethylpent-2-yl)pyrido[3,4-d]Pyrimidin-4-amine N1=CC=C(C=C1)C=1N=C(C2=C(N1)C=NC=C2)NC(C)(CC(C)(C)C)C